C(#N)C=1C=NN2C1C(=CC(=C2)C2=CC(N(C=C2)C)=O)C=2C=CC(=NC2)C21CNCC(N2)C1 (5-(3-cyano-6-(1-methyl-2-oxo-1,2-dihydropyridin-4-yl)pyrazolo[1,5-a]pyridin-4-yl)pyridin-2-yl)-3,6-diazabicyclo[3.1.1]heptane